C(C=C)(=O)OCCCCCCOC1=CC=C(C(=O)OC2=CC(=C(C=C2)OC(C2=CC=C(C=C2)OCCCCCCOC(C=C)=O)=O)C)C=C1 [3-methyl-4-[4-(6-prop-2-enoyloxyhexoxy)benzoyl]oxy-phenyl] 4-(6-prop-2-enoyloxyhexoxy)benzoate